ClCCCOC1=CC(=CC=C1)C(F)(F)F 1-(3-chloropropoxy)-3-(trifluoromethyl)benzene